rac-(1S*,2S*)-N-(6-(((6-cyclopropyl-[1,2,4]triazolo[1,5-a]pyrimidin-2-yl)methyl)amino)pyrimidin-4-yl)-2-(4-methylpyrimidin-2-yl)cyclopropane-1-carboxamide C1(CC1)C=1C=NC=2N(C1)N=C(N2)CNC2=CC(=NC=N2)NC(=O)[C@@H]2[C@H](C2)C2=NC=CC(=N2)C |r|